C1(=CC=CC=C1)C([C@H]1N(CCC1)C(=O)C=1N(C=CN1)C)(OCC#C)C1=CC=CC=C1 (S)-(2-(diphenyl(prop-2-ynyloxy)methyl)pyrrolidin-1-yl)(1-methyl-1H-imidazol-2-yl)methanone